O=C[C@@H](O)[C@@H](O)[C@@H](O)[C@H](O)CO Z-talose